1-(2-(3,5-dimethylisoxazol-4-yl)-7-methyl-3-(pyridin-3-yl)quinolin-5-yl)ethan-1-one CC1=NOC(=C1C1=NC2=CC(=CC(=C2C=C1C=1C=NC=CC1)C(C)=O)C)C